C(C)(C)C1=C(C=CC=C1)C=1N=C(C2=C(N1)C=CC(=N2)OC)NCC2=CC=C(C=C2)C=2N(C=C(N2)C(F)(F)F)C 2-(2-isopropylphenyl)-6-methoxy-N-(4-(1-methyl-4-(trifluoromethyl)-1H-imidazol-2-yl)benzyl)pyrido[3,2-d]pyrimidin-4-amine